NC1CC(C1)NC(=O)N1CCN(CC1)C(C1=C(C=C(C=C1)NC=1C=2N(C=CN1)C(=CN2)C=2C(=NN(C2)CC(F)F)C(F)(F)F)Cl)=O N-((1s,3s)-3-aminocyclobutyl)-4-(2-chloro-4-((3-(1-(2,2-difluoroethyl)-3-(trifluoromethyl)-1H-pyrazol-4-yl)imidazo[1,2-a]pyrazin-8-yl)amino)benzoyl)piperazine-1-carboxamide